C(C1=CC=CC=C1)OCC=1N(C2=C(N1)C=CC=C2C=O)COCC[Si](C)(C)C 2-(benzyloxymethyl)-3-(2-trimethylsilylethoxymethyl)benzimidazole-4-carbaldehyde